1,3-bis(4-tert-butylphenyl-1,3,4-oxadiazolyl)benzene Methyl-2-(dibenzylamino)-3-hydroxy-propanoate COC(C(CO)N(CC1=CC=CC=C1)CC1=CC=CC=C1)=O.C(C)(C)(C)C1=CC=C(C=C1)C1=NN=C(O1)C1=CC(=CC=C1)C=1OC(=NN1)C1=CC=C(C=C1)C(C)(C)C